5-bromo-6-cyclobutoxy-2-(1-methyl-2-oxabicyclo[2.1.1]hex-4-yl)-2H-pyrazolo[3,4-b]pyridine BrC1=CC=2C(N=C1OC1CCC1)=NN(C2)C21COC(C2)(C1)C